methyl 2-((4-methylthiazol-5-yl)-amino)-5-(trifluoro-methyl)benzoate CC=1N=CSC1NC1=C(C(=O)OC)C=C(C=C1)C(F)(F)F